ONC(=O)C1=CC2=C(OCC(N2CC2=C(C=C(C=C2)OC)C(F)(F)F)=O)C=C1 N-hydroxy-4-(4-methoxy-2-(trifluoromethyl)benzyl)-3-oxo-3,4-dihydro-2H-benzo[b][1,4]oxazine-6-carboxamide